1-(2-(benzyloxy)ethyl)-4-methyl-5-(2-(trifluoromethyl)phenyl)-1H-pyrrole-3-carboxylic acid ethyl ester C(C)OC(=O)C1=CN(C(=C1C)C1=C(C=CC=C1)C(F)(F)F)CCOCC1=CC=CC=C1